1H-1,2,4-triazole-1,3-disulfonamide N1(N=C(N=C1)S(=O)(=O)N)S(=O)(=O)N